COC=1C=C2C(=CC(=NC2=CC1)C1CCN(CC1)C(=O)OC(C)(C)C)[C@H]1CN(C(O1)=O)C1CCN(CC1)CC1=CC(=C(C=C1)OC)C tert-butyl (S)-4-(6-methoxy-4-(3-(1-(4-methoxy-3-methylbenzyl)piperidin-4-yl)-2-oxooxazolidin-5-yl)quinolin-2-yl)piperidine-1-carboxylate